OC(CC/C=C(/C(=O)O)\C)(C)C1=CC=C(C=C1)C (2E)-6-hydroxy-2-methyl-6-(4-methylphenyl)hept-2-enoic acid